FC(C)(F)C1=NC(=CC(=N1)NC1=CC(=NC=C1C=1SC=CN1)NC(C)=O)C N-(4-((2-(1,1-difluoroethyl)-6-methylpyrimidin-4-yl)amino)-5-(thiazol-2-yl)pyridin-2-yl)acetamide